(S)-2-((5-chloro-2-((2-(difluoromethoxy)-4-(3,4-dimethylpiperazin-1-yl)phenyl)amino)pyrimidin-4-yl)amino)thiophene-3-carboxamide ClC=1C(=NC(=NC1)NC1=C(C=C(C=C1)N1C[C@@H](N(CC1)C)C)OC(F)F)NC=1SC=CC1C(=O)N